7'-(4-fluorobenzyl)-1'H,3'H-spiro[cyclopropane-1,2'-pyrido[2,3-b][1,4]oxazine] FC1=CC=C(CC2=CC3=C(OCC4(N3)CC4)N=C2)C=C1